rac-4-[3-({2-[(2-{[2-(2,6-dioxohexahydropyridin-3-yl)-1-oxo-2,3-dihydro-1H-isoindol-4-yl]oxy}ethyl)oxy]ethyl}oxy)phenyl]tetrahydropyrrole-3-carbonitrile O=C1NC(CCC1N1C(C2=CC=CC(=C2C1)OCCOCCOC=1C=C(C=CC1)C1C(CNC1)C#N)=O)=O